FC(C=1C=CC(=NC1)\C=N\N1CCN(CC1)C(=O)OC(C)(C)C)(F)F (E)-tert-butyl 4-(((5-(trifluoromethyl)pyridin-2-yl)methylene)amino)piperazine-1-carboxylate